3-(6-methyl-5-((S)-3-methylpiperazin-1-yl)pyridin-2-yl)piperidine-2,6-dione CC1=C(C=CC(=N1)C1C(NC(CC1)=O)=O)N1C[C@@H](NCC1)C